C(C1=CC=CC=C1)OC1=C(N=C(C2=C(C=NC=C12)C1=CC=C(C=C1)F)NC(=S)NC(=O)OCC)C(=O)OC Methyl 4-(benzyloxy)-1-(3-(ethoxycarbonyl)thioureido)-8-(4-fluorophenyl)-2,6-naphthyridine-3-carboxylate